[Eu].OC1=NC=CC=C1 2-hydroxypyridine europium